(S)-2-fluoro-1-(2-fluorophenyl)ethyl (1-methyl-4-(6-methyl-5-(methyl-sulfonamido)pyridin-2-yl)-1H-1,2,3-triazol-5-yl)carbamate CN1N=NC(=C1NC(O[C@H](CF)C1=C(C=CC=C1)F)=O)C1=NC(=C(C=C1)NS(=O)(=O)C)C